FC1=C(CC2=NC3=C(N2C[C@H]2OCC2)C=C(C=C3)C(=O)O)C=C(C(=C1)C1=NC(=CC=C1)OCC1=C(C=C(C=C1)C=1N=NN(C1)C1COC1)F)F (S)-2-(2,5-difluoro-4-(6-((2-fluoro-4-(1-(oxetan-3-yl)-1H-1,2,3-triazol-4-yl)benzyl)oxy)pyridin-2-yl)benzyl)-1-(oxetan-2-ylmethyl)-1H-benzo[d]imidazole-6-carboxylic acid